ClC1=C(C(=O)N2CCC(CC2)C(=O)NC2CCNCC2)C=CC(=C1)NC(=O)C=1N(C(=CN1)C1=C(C(=C(C=C1)OCF)F)F)C 1-[2-chloro-4-[[5-[2,3-difluoro-4-(fluoromethoxy)phenyl]-1-methyl-imidazole-2-carbonyl]amino]benzoyl]-N-(4-piperidinyl)piperidine-4-carboxamide